(3R)-tetrahydrofuran-3-ylmethanol O1C[C@H](CC1)CO